1-((2R,3R,4R,5R)-3,4-diacetoxy-5-(acetoxymethyl)tetrahydrofuran-2-yl)-3-((2-(3,7-dimethyl-2,6-dioxo-2,3,6,7-tetrahydro-1H-purin-1-yl)ethyl)carbamoyl)pyridine C(C)(=O)O[C@H]1[C@@H](O[C@@H]([C@H]1OC(C)=O)COC(C)=O)N1CC(=CC=C1)C(NCCN1C(N(C=2N=CN(C2C1=O)C)C)=O)=O